O1C=CC2=C1C=CC(=C2)C2=CC(=C(C1=C2OC(O1)(C)C1CCN(CC1)CC(F)F)C)C(=O)NCC=1C(NC(=CC1SC)C)=O 7-(Benzofuran-5-yl)-2-(1-(2,2-difluoroethyl)piperidine-4-yl)-2,4-dimethyl-N-((6-methyl-4-(methylthio)-2-oxo-1,2-dihydropyridin-3-yl)methyl)benzo[d][1,3]dioxole-5-carboxamide